C[C@]12CC(C[C@](CC1)(N2)C)N(C2=CN=C(N=N2)C2=C(C=C(C(=C2)F)N2C=NC=C2)O)C 2-(6-(((1R,3s,5S)-1,5-dimethyl-8-azabicyclo[3.2.1]octan-3-yl)(methyl)amino)-1,2,4-triazin-3-yl)-4-fluoro-5-(1H-imidazol-1-yl)phenol